C(C)N(CCO)CC 2-(diethylamino)-ethanol